benzyl N-[2-(tert-butoxy)-1-{[(1S)-1-{[1-carbamoyl-2-(2-oxopyrrolidin-3-yl)ethyl]carbamoyl}-3-methylbutyl]carbamoyl}propyl]carbamate C(C)(C)(C)OC(C(C(N[C@@H](CC(C)C)C(NC(CC1C(NCC1)=O)C(N)=O)=O)=O)NC(OCC1=CC=CC=C1)=O)C